1-[5-fluoro-1-methyl-6-(6-oxo-2-azaspiro[3.3]heptan-2-yl)indazol-3-yl]hexahydropyrimidine-2,4-dione FC=1C=C2C(=NN(C2=CC1N1CC2(C1)CC(C2)=O)C)N2C(NC(CC2)=O)=O